oxo-spiro[indane-2,4'-piperidine] O=C1NCCC2(C1)CC1=CC=CC=C1C2